(E)-N-(4-(1-(4-(4-(2-((2-(2,6-dioxopiperidin-3-yl)-1,3-dioxoisoindolin-4-yl)thio)acetyl)piperazin-1-yl)benzoyl)piperidin-4-yl)butyl)-3-(pyridin-3-yl)acrylamide O=C1NC(CCC1N1C(C2=CC=CC(=C2C1=O)SCC(=O)N1CCN(CC1)C1=CC=C(C(=O)N2CCC(CC2)CCCCNC(\C=C\C=2C=NC=CC2)=O)C=C1)=O)=O